2-((1r,3r)-3-(3-aminophenyl)-3-((4-methyl-4H-1,2,4-triazol-3-yl)methyl)cyclobutyl)acetonitrile NC=1C=C(C=CC1)C1(CC(C1)CC#N)CC1=NN=CN1C